(Z)-cycloocta-1,5-diene C/1=C/CCC=CCC1